11-benzhydryl-4-hydroxy-7,8,9,10,10a,11-hexahydropyrido[1',2':4,5]pyrazino[1,2-b]pyridazine-3,5-dione C(C1=CC=CC=C1)(C1=CC=CC=C1)C1C2N(C(C=3N1N=CC(C3O)=O)=O)CCCC2